FC1=CC=C(C=C1)C1OCC2=CC(=CC=C12)C#N 1-(4-fluorophenyl)-1,3-dihydroisobenzofuran-5-carbonitrile